(S)-2-(p-bromophenoxy)-4-fluorobutyric acid BrC1=CC=C(O[C@H](C(=O)O)CCF)C=C1